(3R)-3-{[7-(trifluoromethyl)-2-(1,3,5-trimethyl-1H-pyrazol-4-yl)[1,2,4]triazolo[1,5-c]quinazolin-5-yl]amino}azepan-2-one FC(C1=CC=CC=2C=3N(C(=NC12)N[C@H]1C(NCCCC1)=O)N=C(N3)C=3C(=NN(C3C)C)C)(F)F